Methyl (6R)-6-((4-bromo-1H-indol-3-yl)methyl)-1-methyl-1,2,3,6-tetrahydropyridine-3-carboxylate BrC1=C2C(=CNC2=CC=C1)C[C@@H]1C=CC(CN1C)C(=O)OC